((3-cyano-6-cyclopropylpyridin-2-yl)thio)-N-(4-tolyl)propanamide C(#N)C=1C(=NC(=CC1)C1CC1)SC(C(=O)NC1=CC=C(C=C1)C)C